BrC=1C=C2C=CC3(C2=CC1)CCCCC3 5'-bromospiro[cyclohexane-1,1'-indene]